6-(6-chloropyridin-2-yl)-N2,N4-bis((S)-1,1,1-trifluoropropan-2-yl)-1,3,5-triazine-2,4-diamine ClC1=CC=CC(=N1)C1=NC(=NC(=N1)N[C@H](C(F)(F)F)C)N[C@H](C(F)(F)F)C